Aluminum Trisdiethylphosphinate C(C)P([O-])(=O)CC.C(C)P([O-])(=O)CC.C(C)P([O-])(=O)CC.[Al+3]